C(C)C(=O)CCCCCCCCCCCCCCCCCCCCCC n-docosyl ethyl ketone